[OH-].C1(CCCC1)N1CN(C=C1)C1CCCC1 1,3-dicyclopentylimidazole hydroxide